6-methyl-N-(2-sulfamoylpyridin-4-yl)pyridine-3-carboxamide CC1=CC=C(C=N1)C(=O)NC1=CC(=NC=C1)S(N)(=O)=O